octadecane-6,9-diol CCCCCC(CCC(CCCCCCCCC)O)O